C(C)(C)(C)C1=NC2=CC=C(C=C2C12C(N(C1=CC=CC=C21)C)=O)Cl 2-(tert-Butyl)-5-chloro-1'-methylspiro[indole-3,3'-indolin]-2'-one